4-bromo-6-((2-chloro-4-(trifluoromethyl)phenoxy)methyl)picolinic acid BrC1=CC(=NC(=C1)COC1=C(C=C(C=C1)C(F)(F)F)Cl)C(=O)O